Caproyl-lysine C(CCCCC)(=O)N[C@@H](CCCCN)C(=O)O